sec-butyl-germanium trichloride C(C)(CC)[Ge](Cl)(Cl)Cl